OC[C@H](CC=C)NC1=C(C=C(C(=O)OC)C=C1[N+](=O)[O-])[N+](=O)[O-] methyl (S)-4-((1-hydroxypent-4-en-2-yl) amino)-3,5-dinitrobenzoate